3-(3-phenylpropyl)-5-{(6S)-5-isobutyl-sulfonyl-5-azaspiro[2.4]hept-6-yl}-1,2,4-oxadiazole C1(=CC=CC=C1)CCCC1=NOC(=N1)[C@H]1N(CC2(CC2)C1)S(=O)(=O)CC(C)C